NC(C[C@H]1C=2N(C3=C(C(=N1)C1=CC=C(C=C1)C1=CC(=CC=C1)NC(=O)C1=NC4=CC=CC=C4C=C1)C(=C(S3)C)C)C(=NN2)C)=O (S)-N-(4'-(6-(2-amino-2-oxoethyl)-2,3,9-trimethyl-6H-thieno[3,2-f][1,2,4]triazolo[4,3-a][1,4]diazepin-4-yl)-[1,1'-biphenyl]-3-yl)quinoline-2-carboxamide